FC=1C=C(C=CC1)CC(=O)[O-] 2-(3-fluorophenyl)acetate